C(CCCCCCC)(=O)OC(CCOC(CCCCCCCC=CCC=CCCCCC)=O)CCCCCCCCCC 3-(octanoyloxy)tridecyloctadeca-9,12-dienoate